NC(C)(C)C=1C=C(C=NC1)N 5-(2-aminopropan-2-yl)pyridin-3-amine